CS(=O)(=O)OC1CCC2(CN(C2)C(=O)OC(C)(C)C)CC1 tert-butyl 7-methanesulfonyloxy-2-azaspiro[3.5]nonane-2-carboxylate